9-chloro-2-methyl-4-phenyl-1,10-phenanthroline ClC=1C=CC2=CC=C3C(=CC(=NC3=C2N1)C)C1=CC=CC=C1